BrC1=C2C=C(N(C2=C(C(=C1)Cl)Cl)CCNC(=O)OC(C)(C)C)C(=O)OCC ethyl 4-bromo-1-[2-(tert-butoxy carbonylamino) ethyl]-6,7-dichloro-indole-2-carboxylate